Oleyl-Oleate C(CCCCCCC\C=C/CCCCCCCC)OC(CCCCCCC\C=C/CCCCCCCC)=O